BrC1=C(C(=CC(=C1)C)Br)C 1,3-dibromo-2,5-xylene